C1=CC=C(C=2OC3=C(C21)C=CC=C3)C=O dibenzo[b,d]furan-4-carbaldehyde